C(=O)(O)C(C)C1=CC=C(C=C1)C(CCCCC(=O)O)=C=O 6-[4-(1-carboxyethyl)phenyl]-6-carbonyl-hexanoic acid